24-[(4-fluoro-2-methoxyphenyl)(hydroxy)methyl]-5α-cholane-3β,4β-diol FC1=CC(=C(C=C1)C(CCC[C@@H](C)[C@H]1CC[C@H]2[C@@H]3CC[C@H]4[C@H]([C@H](CC[C@]4(C)[C@H]3CC[C@]12C)O)O)O)OC